(2S)-N-[(2S,3S)-1-(azetidine-1-carbonyl)-2-{[6-(3-fluorophenyl)pyridin-2-yl]methyl}pyrrolidin-3-yl]oxolane-2-carboxamide N1(CCC1)C(=O)N1[C@H]([C@H](CC1)NC(=O)[C@H]1OCCC1)CC1=NC(=CC=C1)C1=CC(=CC=C1)F